FC(C1=CC=CC(=N1)NC(=O)C=1C=C(C=2N(C1)C=C(N2)C2COCCC2)OCC)F N-(6-(difluoromethyl)pyridin-2-yl)-8-ethoxy-2-(tetrahydro-2H-pyran-3-yl)imidazo[1,2-a]pyridine-6-carboxamide